FC(N1N=CC(=C1)C=1C=C(C=C(C1)F)CC(=O)O)F 2-(3-(1-(difluoromethyl)-1H-pyrazol-4-yl)-5-fluorophenyl)acetic acid